2-benzyl-2,8-diazaspiro[4.5]decane dihydrochloride Cl.Cl.C(C1=CC=CC=C1)N1CC2(CC1)CCNCC2